4-(isopropylamino)pyridin-3-ylboronic acid C(C)(C)NC1=C(C=NC=C1)B(O)O